tert-butyl 4-(5-formyl-2-methoxy-phenyl)-3,6-dihydro-2H-pyridine-1-carboxylate C(=O)C=1C=CC(=C(C1)C=1CCN(CC1)C(=O)OC(C)(C)C)OC